(4-butylphenyl)-2-((1E,3E)-4-(4-methoxyphenyl)buta-1,3-dien-1-yl)-1,3-dithiane C(CCC)C1=CC=C(C=C1)C1(SCCCS1)\C=C\C=C\C1=CC=C(C=C1)OC